N-(5-(methylthio)-1,3,4-thiadiazol-2-yl)benzo[c]isoxazole CSC1=NN=C(S1)N1OCC2=C1C=CC=C2